N-((1-(4-cyano-3-trifluoromethylphenyl)-4-methyl-1H-pyrazol-3-yl)methyl)-4-nitrobenzamide C(#N)C1=C(C=C(C=C1)N1N=C(C(=C1)C)CNC(C1=CC=C(C=C1)[N+](=O)[O-])=O)C(F)(F)F